FC1=CC(=C(C=C1)O)[C@@H](C)NC1=NC=2N(C=C1)N=CC2 (R)-4-fluoro-2-(1-(pyrazolo[1,5-a]pyrimidin-5-ylamino)ethyl)phenol